(R)-4-(6-(3-amino-piperidin-1-yl)-3-(3-fluoro-4-methoxyphenyl)-4-hydroxypyridin-2-yl)-2-fluorobenzonitrile hydrochloride Cl.N[C@H]1CN(CCC1)C1=CC(=C(C(=N1)C1=CC(=C(C#N)C=C1)F)C1=CC(=C(C=C1)OC)F)O